C(C)(C)(C)OC(=O)C=1N=C(N(C1S(=O)(=O)CC)C)C1CC1 tert-Butyl-2-cyclopropyl-5-(ethylsulfonyl)-1-methyl-1H-imidazol-4-carboxylat